C(#N)C=1C=CC(=C(C1)NC(=O)C=1N=NN(C1)C)N1CCC(CC1)OC1=C(C=C(C=C1)F)F N-(5-Cyano-2-(4-(2,4-difluorophenoxy)piperidin-1-yl)phenyl)-1-methyl-1H-1,2,3-triazol-4-carboxamid